2-methyl-N3-(4-(pyridine-3-yl)pyrimidine-2-yl)pyridine-3,5-diamine CC1=NC=C(C=C1NC1=NC=CC(=N1)C=1C=NC=CC1)N